6-iodo-4-methylheptyl octyloxymethyl ether C(CCCCCCC)OCOCCCC(CC(C)I)C